(R)-(-)-1,3-butanediol C[C@H](CCO)O